O=C([C@H](O)[C@@H](O)[C@H](O)[C@H](O)CO)O.CC1(C(N(C2=CC=CC=C12)C1CCN(CC1)C([C@H](CCC1=CC=CC=C1)NC(=O)[C@H]1CNCCC1)=O)=O)C (R)-N-((S)-1-(4-(3,3-dimethyl-2-oxoindolin-1-yl)piperidin-1-yl)-1-oxo-4-phenylbutan-2-yl)piperidine-3-carboxamide D-gluconic acid salt